C(C1=CC=CC=C1)NCC1CCC(CC1)CN N-benzyl-1,4-bis(aminomethyl)cyclohexane